2-chloro-6-trichloromethyl-pyridine ClC1=NC(=CC=C1)C(Cl)(Cl)Cl